C12(CC3CC(CC(C1)C3)C2)C=2C(=CC(=C(C(=O)NC(C3CCCC=C3)=O)C2)O)OC 5-adamantan-1-yl-N-(2,4-dihydrobenzoyl)-2-hydroxy-4-methoxy-benzoic acid amide